dimethyl-(fluoro)(propargyl)silane C[Si](CC#C)(F)C